ClC1=CC(=NC(=C1)C=1C(=NC(=NC1)OC)OC)C#N 4-chloro-6-(2,4-dimethoxypyrimidin-5-yl)picolinonitrile